FC=1C=C2[C@@H](CN(C2=C(C1)C)S(=O)(=O)C=1C=NC(=CC1C)N1C=NC(=C1)C)C (3S)-5-fluoro-3,7-dimethyl-1-[[4-methyl-6-(4-methylimidazol-1-yl)-3-pyridyl]sulfonyl]indoline